6,7-dimethoxy-2-(4-(4-(methylsulfonyl)phenyl)-1H-pyrazol-1-yl)-4-(pyridin-3-yl)quinazoline COC=1C=C2C(=NC(=NC2=CC1OC)N1N=CC(=C1)C1=CC=C(C=C1)S(=O)(=O)C)C=1C=NC=CC1